NC(CCC(=O)N1CC2(C1)CC(C2)C2=NN(C=1C=CC=C(C21)C2=C(C=C1C=NN(C1=C2)C)F)CC(=O)N(CC(=O)NCC(=O)O)C)=O N-(2-(3-(2-(4-amino-4-oxobutanoyl)-2-azaspiro[3.3]heptan-6-yl)-5'-fluoro-1'-methyl-1H,1'H-[4,6'-biindazol]-1-yl)acetyl)-N-methylglycylglycine